tert-Butyl ((R)-1-((S)-2-methylpyrrolidin-1-yl)propan-2-yl)carbamate C[C@@H]1N(CCC1)C[C@@H](C)NC(OC(C)(C)C)=O